ClC=1C=NN(C(C1Cl)=O)CC(=O)NC1=CC(=C(C=C1)C)S(NCC1=NC=CC=C1C)(=O)=O 2-(4,5-dichloro-6-oxopyridazin-1(6H)-yl)-N-(4-methyl-3-(N-((3-methylpyridin-2-yl)methyl)sulfamoyl)phenyl)acetamide